5-bromo-3-((2,4-dichloro-phenylimino)meth-yl)-2-(isobutyryloxy)phenyl nicotinate C(C1=CN=CC=C1)(=O)OC1=C(C(=CC(=C1)Br)C=NC1=C(C=C(C=C1)Cl)Cl)OC(C(C)C)=O